CC=1C(=O)NC(C1CC)=O L-2-methyl-3-ethylmaleimide